Sodium acetate Acetate C(C)(=O)[O-].C(C)(=O)O.[Na+]